pyridin-3-carbohydrazide N1=CC(=CC=C1)C(=O)NN